2-[3-chloro-5-(trifluoromethyl)-2-pyridinyl]-ethyl cyanide ClC=1C(=NC=C(C1)C(F)(F)F)CCC#N